C1(CC1)S(=O)(=O)NC=1SC=C(N1)C(C(=O)NC1=C(C=C(C=C1)C1=NC(=CN=C1)C(F)(F)F)F)CC 2-(2-(cyclopropanesulfonamido)thiazol-4-yl)-N-(2-fluoro-4-(6-(trifluoromethyl)pyrazin-2-yl)phenyl)butanamide